5-(3-furoyl)amino-3-(1-hexylpiperidin-4-yl)-1H-indole O1C=C(C=C1)C(=O)NC=1C=C2C(=CNC2=CC1)C1CCN(CC1)CCCCCC